COC1=C(NC/C=C/C=2C=C(C=3C=CN(C3C2)CC(F)(F)F)NC2CCN(CC2)C)C=CC(=C1)S(=O)(=O)C 6-[(E)-3-(2-methoxy-4-methylsulfonyl-anilino)prop-1-enyl]-N-(1-methyl-4-piperidyl)-1-(2,2,2-trifluoroethyl)indol-4-amine